1-[3-(5-Amino-2-chloro-4-fluoro-phenyl)-5-methyl-4H-isoxazol-5-yl]ethanone tetralinoleate C(CCCCCCC\C=C/C\C=C/CCCCC)(=O)O.C(CCCCCCC\C=C/C\C=C/CCCCC)(=O)O.C(CCCCCCC\C=C/C\C=C/CCCCC)(=O)O.C(CCCCCCC\C=C/C\C=C/CCCCC)(=O)O.NC=1C(=CC(=C(C1)C1=NOC(C1)(C)C(C)=O)Cl)F